Ethyl 2-[[4-[[(3-bromophenyl) methyl] amino]-6-(1-piperazinyl)-2-pyrimidinyl] amino]-4-methyl-5-thiazolecarboxylate BrC=1C=C(C=CC1)CNC1=NC(=NC(=C1)N1CCNCC1)NC=1SC(=C(N1)C)C(=O)OCC